FC1=C(C(=C(C(=C1N([C@@H](C)C(=O)O)N=NC1=CC=CC=C1)F)F)F)F pentafluorophenylazophenylalanine